3-methyl-5-tert-butyl-4-hydroxybenzene CC=1C=CC=C(C1O)C(C)(C)C